(S)-2-((tert-butoxycarbonyl)amino)-2-((1s,4R)-4-fluoro-4-methylcyclohexyl)acetic acid C(C)(C)(C)OC(=O)N[C@H](C(=O)O)C1CCC(CC1)(C)F